NCCCCN1N=C(C=2C1=NC=NC2N)I 1-(4-aminobutyl)-3-iodo-1H-pyrazolo[3,4-d]pyrimidin-4-amine